(S)-(4-(7-fluorobenzo[d]oxazol-2-yl)-6,7-dihydro-1H-imidazo[4,5-c]pyridin-5(4H)-yl)(1-isopropyl-1H-1,2,4-triazol-5-yl)methanone FC1=CC=CC=2N=C(OC21)[C@H]2N(CCC1=C2N=CN1)C(=O)C1=NC=NN1C(C)C